ClC1=CC(=NC=C1Cl)C(=O)O 4,5-dichloropicolinic acid